1-(2,2-difluoroethyl)-6-(2-(((5-(trifluoromethyl)pyridin-3-yl)oxy)methyl)-7-azaspiro[3.5]nonan-7-yl)-1H-pyrazolo[3,4-b]pyrazine FC(CN1N=CC=2C1=NC(=CN2)N2CCC1(CC(C1)COC=1C=NC=C(C1)C(F)(F)F)CC2)F